COC1(COC1)C=1C=C(C=CC1)C(=O)N1CC(CCC1)C1=CC=C(C=C1)C(F)(F)F (3-(3-methoxyoxetan-3-yl)phenyl)(3-(4-(trifluoromethyl)phenyl)piperidin-1-yl)methanone